CC1=CC=CC=C1CC2=CC=CC=C2C 2,2'-dimethyldiphenylmethane